3-amino-N-[(3R)-7-[(4S,5R,9R)-9-amino-4-methyl-1-oxa-7-azaspiro-[4.4]nonan-7-yl]3,4-dihydro-2H-1-benzopyran-3-yl]-6-methylthieno[2,3-b]pyridine-2-carboxamide NC1=C(SC2=NC(=CC=C21)C)C(=O)N[C@H]2COC1=C(C2)C=CC(=C1)N1C[C@]2([C@H](CCO2)C)[C@@H](C1)N